[Cl-].FC1=CC2=C(S(C3=C2C=C(C(=C3)F)F)C(F)(F)F)C=C1F 2,3,7,8-tetrafluoro-S-(trifluoromethyl)dibenzothiophene chloride